2,2-bis(4-chloroformylphenyl)-hexafluoropropane ClC(=O)C1=CC=C(C=C1)C(C(F)(F)F)(C(F)(F)F)C1=CC=C(C=C1)C(=O)Cl